FCC1=CC=C(C=C1)C=1CSC2=CC(=CC=C2C1C1=CC=C(C=C1)O[C@@H]1CN(CC1)CCCF)O 3-[4-(fluoromethyl)phenyl]-4-[4-[(3S)-1-(3-fluoropropyl)pyrrolidin-3-yl]oxyphenyl]-2H-thiochromen-7-ol